COC(CC\C=C/C[C@H](O)C=1N=NN(C1\C=C\[C@H]([C@H](C\C=C/CC)O)O)C)=O.C(CC)[SiH](OC(C)C)OC(C)C propyl-diisopropoxysilane methyl-(S,Z)-7-(5-((1E,3R,4S,6Z)-3,4-dihydroxynona-1,6-dien-1-yl)-1-methyl-1H-1,2,3-triazol-4-yl)-7-hydroxyhept-4-enoate